(R)-6-((1-(difluoromethyl)cyclopropyl)ethynyl)-N2-(2,2-difluoropropyl)-N4-(1,1,1-trifluoropropan-2-yl)-1,3,5-triazine-2,4-diamine FC(C1(CC1)C#CC1=NC(=NC(=N1)NCC(C)(F)F)N[C@@H](C(F)(F)F)C)F